3-((5-(5-(difluoromethyl)-1,3,4-oxadiazole-2-yl)pyridine-2-yl)methyl)-5-fluoro-6-(6-(morpholinomethyl)pyridine-3-yl)benzo[d]oxazole-2(3H)-one FC(C1=NN=C(O1)C=1C=CC(=NC1)CN1C(OC2=C1C=C(C(=C2)C=2C=NC(=CC2)CN2CCOCC2)F)=O)F